(R)-9-Oxo-8-(5-phenylthiazol-2-yl)octahydro-2H-pyrazino[1,2-a]pyrazin O=C1N(CCN2[C@@H]1CNCC2)C=2SC(=CN2)C2=CC=CC=C2